5-(3-cyclopropyl-phenoxy)-N-[2-(2,4-dichlorophenyl)-2-fluoro-ethyl]-2-ethynyl-pyridine-4-carboxamide C1(CC1)C=1C=C(OC=2C(=CC(=NC2)C#C)C(=O)NCC(F)C2=C(C=C(C=C2)Cl)Cl)C=CC1